C(C)C1=C(CC2CC3(CN(C3)C(=O)C3CC(C3)(C)O)C2)C=CC=C1 (6-(2-Ethylbenzyl)-2-azaspiro[3.3]heptan-2-yl)((1s,3s)-3-hydroxy-3-methylcyclobutyl)methanone